C(#N)C1(CC1)NC([C@H](CC(C)(C)F)NS(=O)(=O)C1=CC2=C(OC3=C2C=CC=C3)C=C1)=O (S)-N-(1-cyanocyclopropyl)-2-(dibenzo[b,d]furan-2-sulfonylamino)-4-fluoro-4-methylpentanamide